lithium phenyl-2,4,6-tri-methylbenzoylphosphinate C1(=CC=CC=C1)P([O-])(=O)C(C1=C(C=C(C=C1C)C)C)=O.[Li+]